O[C@@]1(CN(CC1)C=1C=C2C(=CC=NC2=CC1)C(=O)O)C (S)-6-(3-hydroxy-3-methylpyrrolidin-1-yl)quinoline-4-carboxylic acid